C(=C)[Si](C)(C)OCCCCC vinyl-(n-pentyloxy)dimethylsilane